Cl.O=C1N(CC2=CC(=CC=C12)N1CCC2(CC1)CCNCC2)C2C(NC(CC2)=O)=O 3-(1-oxo-5-(3,9-diazaspiro[5.5]undecan-3-yl)isoindolin-2-yl)piperidine-2,6-dione hydrochloride